1-[3-(5-{[(5-chlorothiophen-2-yl)methyl](methyl)amino}-1-(4-methylfuran-3-carbonyl)-1H-pyrazol-3-yl)-2-(trifluoromethyl)piperidin-1-yl]-2,2-dimethylpropan-1-one ClC1=CC=C(S1)CN(C1=CC(=NN1C(=O)C1=COC=C1C)C1C(N(CCC1)C(C(C)(C)C)=O)C(F)(F)F)C